ClC1=C2C(=NC=C1C=O)N(C(=C2)CN2CCOCC2)S(=O)(=O)C2=CC=CC=C2 C4-chloro-2-(morpholinomethyl)-1-(phenylsulfonyl)-1H-pyrrolo[2,3-b]pyridine-5-carbaldehyde